BrN=C(CCCC(=O)[O-])[O-] N-bromoglutarate imide